ethyl (S)-3-(6-fluoro-2',6'-dimethylbiphenyl-3-yl)-3-(3-(4-hydroxy-1-methyl-2-oxo-1,2-dihydro pyridin-3-yl)ureido)propanoate FC1=CC=C(C=C1C1=C(C=CC=C1C)C)[C@H](CC(=O)OCC)NC(=O)NC=1C(N(C=CC1O)C)=O